CC=1C(=CC2=C(N(C(N2)=O)[C@H]2CN(CCC2)CC2=NN(C=N2)C)C1)C=1C=C(C=2N(C1)N=CN2)C (R)-6-Methyl-1-(1-((1-methyl-1H-1,2,4-triazol-3-yl)methyl)piperidin-3-yl)-5-(8-methyl-[1,2,4]triazolo[1,5-a]pyridin-6-yl)-1,3-dihydro-2H-benzo[d]imidazol-2-on